C1C=CC(=O)O1 2,5-dihydrofuranone